2-Chloro-4-methylpyrimidine ClC1=NC=CC(=N1)C